CC1=CC(N(C=C1C)C(C(=O)N[C@@H](CC(=O)OC)C=1C=NC=C(C1)C1=C(C=CC=C1C)C)CC(C)C)=O (3S)-methyl 3-(2-(4,5-dimethyl-2-oxopyridin-1(2H)-yl)-4-methylpentanamido)-3-(5-(2,6-dimethylphenyl)pyridin-3-yl)propanoate